2-chloro-4-fluoro-5-nitrobenzonitrile ClC1=C(C#N)C=C(C(=C1)F)[N+](=O)[O-]